IC=1C=2N(C(=NC1)N1CCC3(CCCC3(C)NC(OC(C)(C)C)=O)CC1)C=CN2 Tert-Butyl (8-(8-iodoimidazo[1,2-c]pyrimidin-5-yl)-1-methyl-8-azaspiro[4.5]decan-1-yl)carbamate